(5S)-1'-[7-(3-chloro-2-methyl-4-pyridyl)-3-fluoro-6-methyl-pyrazolo[1,5-a]pyrazin-4-yl]spiro[5,7-dihydrocyclopenta[b]pyridine-6,4'-piperidine]-5-amine hydrochloride Cl.ClC=1C(=NC=CC1C1=C(N=C(C=2N1N=CC2F)N2CCC1(CC2)[C@@H](C=2C(=NC=CC2)C1)N)C)C